ClC=1N=C(C2=C(N1)N=CC=C2)OCC2=CC=C(C=C2)C=2N(C=C(N2)C(F)(F)F)CC(C)C 2-chloro-4-((4-(1-isobutyl-4-(trifluoromethyl)-1H-imidazol-2-yl)benzyl)oxy)pyrido[2,3-d]pyrimidine